1-(piperidin-1-yl)-3-(1,2,3,4-tetrahydro-beta-carbolin-2-yl)-propan-2-ol N1(CCCCC1)CC(CN1CC=2NC3=CC=CC=C3C2CC1)O